(5-(2-Amino-1-(3-methoxy-4-((4-methoxybenzyl)oxy)benzyl)-1H-benzo[d]imidazol-5-yl)pyridin-2-yl)dimethylphosphine oxide NC1=NC2=C(N1CC1=CC(=C(C=C1)OCC1=CC=C(C=C1)OC)OC)C=CC(=C2)C=2C=CC(=NC2)P(C)(C)=O